BrC=1C=C(C=CC1F)N1C=NOC1=O 4-(3-bromo-4-fluoro-phenyl)-1,2,4-oxadiazol-5-one